FC(C=1C=C(C=CC1)C1=NN2C(NC=3C=CC=CC3C2=N1)=O)(F)F 2-[3-(Trifluoromethyl)phenyl][1,2,4]triazolo[1,5-c]quinazolin-5(6H)-one